O1CCN(CC1)C1=NC(=NC(=C1)N1N=C(C=C1)C=1C=C(C=CC1)C)OCCN 2-((4-morpholino-6-(3-(m-tolyl)-1H-pyrazol-1-yl)pyrimidin-2-yl)oxy)ethan-1-amine